ClC=1C(=NC(=NC1)NC1CC(CCC1)C(=O)N1CC2(C1)CNCC2)C=2C=C(C=CC2)C2=CC=C(C=C2)F (3-((5-chloro-4-(4'-fluoro-[1,1'-biphenyl]-3-yl)pyrimidin-2-yl)amino)cyclohexyl)(2,6-diazaspiro[3.4]octan-2-yl)methanone